F[C@@H]1CN(CC[C@@H]1NC1=NN2C(C(=N1)OC)=C(C=C2)C=2C=C(C1=C(N(C(=N1)C)CCF)C2)F)C(C)=O 1-((3R,4S)-3-fluoro-4-((5-(4-fluoro-1-(2-fluoroethyl)-2-methyl-1H-benzo[d]imidazol-6-yl)-4-methoxypyrrolo[2,1-f][1,2,4]triazin-2-yl)amino)piperidin-1-yl)ethan-1-one